1-{3-[1-(2-chlorobenzoyl)-5-[(5-chlorothiophen-2-yl)methoxy]-4-methoxy-1H-pyrazol-3-yl]-5-hydroxy-2-(trifluoromethyl)pyrrolidin-1-yl}-2-(morpholin-4-yl)ethan-1-one ClC1=C(C(=O)N2N=C(C(=C2OCC=2SC(=CC2)Cl)OC)C2C(N(C(C2)O)C(CN2CCOCC2)=O)C(F)(F)F)C=CC=C1